C(C)(=O)N1CCC(CC1)(OCC)C=1C(N(C2=C(C(=NC(=C2C1)N[C@H](C)C=1C(=C(C#N)C=CC1)C)C)C#CCN(C)C)C)=O (R)-3-(1-((3-(1-acetyl-4-ethoxypiperidin-4-yl)-8-(3-(dimethylamino)prop-1-yne-1-yl)-1,7-dimethyl-2-oxo-1,2-dihydro-1,6-naphthyridin-5-yl)amino)ethyl)-2-methylbenzonitrile